C(C1=CC=CC=C1)(=O)OC(C(=O)O)CCCCCCCCCC\C=C/CCCCCCCC benzoyloxyerucic acid